NCC1=C(C(=CC=C1)C)C=1C(=CC=CC1C)O (S)-2'-(aminomethyl)-6,6'-dimethyl-[1,1'-biphenyl]-2-ol